N(=[N+]=[N-])CC1=CC=C(C[C@H](N)C(=O)O)C=C1 4-azidomethyl-phenylalanine